C1(=CC=CC=C1)NC(=S)C1=CC=NC=C1 N-phenylpyridine-4-thioamide